1-(5-(2-fluorophenyl)-1-((3-(3-methoxypropan-1-yn-1-yl)phenyl)sulfonyl)-1H-pyrrol-3-yl)-N-methylmethanamine hydrochloride Cl.FC1=C(C=CC=C1)C1=CC(=CN1S(=O)(=O)C1=CC(=CC=C1)C#CCOC)CNC